5-[4-(3-chloropropyl)piperazin-1-yl]-2-(2,6-dioxo-3-piperidyl)isoindoline-1,3-dione ClCCCN1CCN(CC1)C=1C=C2C(N(C(C2=CC1)=O)C1C(NC(CC1)=O)=O)=O